4-(5-methyl-2-((1-methyl-1H-pyrazol-5-yl)amino)pyrimidin-4-yl)-N-(3-(methylsulfinyl)benzyl)oxazole-2-carboxamide CC=1C(=NC(=NC1)NC1=CC=NN1C)C=1N=C(OC1)C(=O)NCC1=CC(=CC=C1)S(=O)C